P(=O)(OC1=C(C(=C(C=C1)N=C=O)N=C=O)N=C=O)([O-])[O-] triisocyanatophenyl phosphate